3-Bromo-5-(difluoromethoxy)benzoic acid methyl ester COC(C1=CC(=CC(=C1)OC(F)F)Br)=O